1-[5-[3-(trifluoromethoxy)cyclobutyl]-1,3,4-oxadiazol-2-yl]bicyclo[1.1.1]pentan-3-amine hydrochloride Cl.FC(OC1CC(C1)C1=NN=C(O1)C12CC(C1)(C2)N)(F)F